2-(methylsulfonyl)benzo[d]thiazol-6-amine CS(=O)(=O)C=1SC2=C(N1)C=CC(=C2)N